FC1=C(C=C(C=C1C)C1=C(C=C(C=C1C)OC)O)CCC(=O)[O-] 3-{4-fluoro-2'-hydroxy-4'-methoxy-5,6'-dimethyl-[1,1'-biphenyl]-3-yl}propanoate